FC=1C=C2CCC(OC2=CC1)C(CNCC(O)C1OC2=CC=C(C=C2CC1)F)O 1-(6-fluoro-3,4-dihydro-2H-chromen-2-yl)-2-[[2-(6-fluoro-3,4-dihydro-2H-chromen-2-yl)-2-hydroxyethyl]amino]ethanol